(S)-tert-butyl 5-(3-(4-(1H-imidazole-1-carboximidoyl) phenyl)-2-(2-((5-chloro-2-(1H-tetrazol-1-yl) phenyl) amino)-2-oxoacetylamino) propionamido)-1H-indole-2-carboxylate N1(C=NC=C1)C(=N)C1=CC=C(C=C1)C[C@@H](C(=O)NC=1C=C2C=C(NC2=CC1)C(=O)OC(C)(C)C)NC(C(=O)NC1=C(C=CC(=C1)Cl)N1N=NN=C1)=O